((2-(3-(2-(1-(2-(3,5-bis(trifluoromethyl)-1H-pyrazol-1-yl)acetyl)piperidin-4-yl)thiazol-4-yl)-4,5-dihydroisoxazol-5-yl)-3-fluorophenyl)imino)dimethyl-λ6-sulfanone FC(C1=NN(C(=C1)C(F)(F)F)CC(=O)N1CCC(CC1)C=1SC=C(N1)C1=NOC(C1)C1=C(C=CC=C1F)N=S(=O)(C)C)(F)F